CC1(CCCC=2CCC(CC12)C=O)C 1,2,3,4,5,6,7,8-octahydro-8,8-dimethyl-2-naphthalenecarboxaldehyde